CC(=C(N(C)C)Cl)C 1-chloro-N,N-2-trimethylpropenylamine